(2-(ethoxycarbonyl)-1-methyl-1H-imidazol-4-yl)boronic acid C(C)OC(=O)C=1N(C=C(N1)B(O)O)C